COC1=CC=C(C=C1)[C@@]1(OC(C[C@]1(C1=CC=CC=C1)C)=O)C#N (2s,3s)-2-(4-methoxyphenyl)-3-methyl-5-oxo-3-phenyltetrahydrofuran-2-carbonitrile